C(CCC(C)(C)C)(=O)[O-] Neoheptanoat